(Z)-2-Octadecenyl acetate C(C)(=O)OC\C=C/CCCCCCCCCCCCCCC